[Si](C1=CC=CC=C1)(C1=CC=CC=C1)(C(C)(C)C)OCC(COC1OCCCC1)N(C(OCC1=CC=CC=C1)=O)CC(F)F benzyl N-{1-[(tert-butyldiphenylsilyl)oxy]-3-(oxan-2-yloxy)propan-2-yl}-N-(2,2-difluoroethyl)carbamate